7-(5-(1-methyl-1,2,3,6-tetrahydropyridin-4-yl)-1H-pyrrolo[2,3-b]pyridin-3-yl)-[1,2,4]triazolo[1,5-a]pyridine CN1CCC(=CC1)C=1C=C2C(=NC1)NC=C2C2=CC=1N(C=C2)N=CN1